C1(=CC=CC=C1)CCC(SCCCCCCC(NC=1SC=CN1)=O)=O S-(7-oxo-7-(thiazol-2-ylamino)heptyl) 3-phenylpropane-thioate